C(#N)CNC(C1=CC=CC=C1)=O N-(cyanomethyl)benzamide